CC(CCCC(C(C(C(=O)[O-])(CCCC(C)C)CCCC(C)C)(O)C(=O)[O-])C(=O)[O-])C Tri(4-methyl-1-pentyl)citrat